(1H-indol-7-yl)-3,4-dihydro-isoquinoline-2(1H)-carboxamide N1C=CC2=CC=CC(=C12)C1N(CCC2=CC=CC=C12)C(=O)N